(R)-3-amino-1-(2-((6-amino-9H-purin-9-yl)methyl)-3-chloro-4-fluoro-5-(morpholinomethyl)phenyl)-N-cyclopropylpyrrolidine-3-carboxamide N[C@]1(CN(CC1)C1=C(C(=C(C(=C1)CN1CCOCC1)F)Cl)CN1C2=NC=NC(=C2N=C1)N)C(=O)NC1CC1